(3S)-3-{[N-(4-ethoxy-1H-indole-2-carbonyl)-4-methyl-L-leucyl]amino}-2-oxo-4-[(3S)-2-oxopiperidin-3-yl]butyl 3,3,3-trifluoro-2,2-dimethylpropanoate FC(C(C(=O)OCC([C@H](C[C@H]1C(NCCC1)=O)NC([C@@H](NC(=O)C=1NC2=CC=CC(=C2C1)OCC)CC(C)(C)C)=O)=O)(C)C)(F)F